methyl 3-[(6-bromo-4-methyl-3-pyridyl)sulfonyl]-1-methyl-indole-4-carboxylate BrC1=CC(=C(C=N1)S(=O)(=O)C1=CN(C=2C=CC=C(C12)C(=O)OC)C)C